BrC=1C(N(C(=CC1OCC1=C(C=C(C=C1)F)F)C)C1=C(C=CC(=C1)C(C)(C)O)C)=O 3-bromo-4-[(2,4-difluorobenzyl)oxy]-1-[5-(1-hydroxy-1-methylethyl)-2-methylphenyl]-6-methylpyridin-2(1H)-one